OC[C@@H]1N(CC[C@@H]1C)C(=O)OC(C)(C)C tert-butyl cis-2-(hydroxymethyl)-3-methyl-pyrrolidine-1-carboxylate